ClC=1C(=C(C(=O)NC2CCC(CC2)NC2=CC(=NC3=CC=C(C=C23)Cl)C(F)(F)F)C=CC1)I 3-chloro-2-iodo-N-[(1s,4s)-4-{[6-chloro-2-(trifluoromethyl)quinolin-4-yl]amino}cyclohexyl]benzamide